FC(C1CN(CCO1)C1=CC=C(N)C=C1)(F)F 4-(2-(trifluoromethyl)morpholinyl)aniline